COC=1C=2N(C=C(C1)C1=CC3=C(N(C(N3)=O)C3CCNCC3)C=C1C)N=CN2 5-(8-methoxy-[1,2,4]triazolo[1,5-a]pyridin-6-yl)-6-methyl-1-(piperidin-4-yl)-1H-benzo[d]imidazol-2(3H)-one